diphenylBenzothiazole C1(=CC=CC=C1)C1=CC=CC2=C1N=C(S2)C2=CC=CC=C2